propenyl-potassium trifluoroborate B(F)(F)F.C(=CC)[K]